ClC1=C(C=C(C=C1)C(F)(F)F)N(S(=O)(=O)C1=CC=C(C=C1)C(F)(F)F)CC(=O)NCC1=CC=NC=C1 2-(N-(2-chloro-5-(trifluoromethyl)phenyl)-4-(trifluoromethyl)phenylsulfonamido)-N-(pyridin-4-ylmethyl)acetamide